CC(C(=O)NC(CO)(CO)CO)C 2-methyl-N-[1,1'-bis(hydroxymethyl)-2-hydroxyethyl]propionamide